[N+](=O)([O-])C1=CC=C(C=C1)C=1SC(=CN1)CNC(=O)C1=CC2=C(S(C3=C(C(N2)=O)C=CC=C3)(=O)=O)C=C1 N-((2-(4-nitrophenyl)thiazol-5-yl)methyl)-11-oxo-10,11-dihydrodibenzo[b,f][1,4]thiazepine-8-carboxamide 5,5-dioxide